N-(5-(3-(2-azabicyclo[2.2.2]octan-2-yl)propanamido)-2-methylpyridin-3-yl)-2-(1-(2-methoxyethyl)-1H-pyrazol-4-yl)pyrazolo[5,1-b]thiazole-7-carboxamide C12N(CC(CC1)CC2)CCC(=O)NC=2C=C(C(=NC2)C)NC(=O)C=2C=NN1C2SC(=C1)C=1C=NN(C1)CCOC